(S)-3-(3-(1-amino-3,3-difluoro-2,3-dihydro-1H-inden-5-yl)-5-(1H-pyrazol-1-yl)-3H-imidazo[4,5-b]pyridin-2-yl)pyridin-2-amine N[C@H]1CC(C2=CC(=CC=C12)N1C(=NC=2C1=NC(=CC2)N2N=CC=C2)C=2C(=NC=CC2)N)(F)F